N-[2-(1,1-Difluoro-ethyl)-pyridin-4-yl]-N'-isopropyl-6-(6-trifluoromethyl-pyridin-2-yl)-[1,3,5]triazine-2,4-diamine FC(C)(F)C1=NC=CC(=C1)NC1=NC(=NC(=N1)NC(C)C)C1=NC(=CC=C1)C(F)(F)F